3-fluoro-5-(2-methoxypyridin-4-yl)-2-(6-(methyl(2,2,6,6-tetramethylpiperidin-4-yl)amino)pyridazin-3-yl)phenol FC=1C(=C(C=C(C1)C1=CC(=NC=C1)OC)O)C=1N=NC(=CC1)N(C1CC(NC(C1)(C)C)(C)C)C